ClC1=C(C(=CC=C1)OC(F)F)C1=NOC(=C1C(=O)O)C1CC1 3-[2-chloro-6-(difluoromethoxy)phenyl]-5-cyclopropyl-1,2-oxazole-4-carboxylic acid